thiophenyl-ethylene S1C(=CC=C1)C=C